C1NCC12CC(C2)NC(=O)[C@H]2CN(C[C@H](O2)C)C=2C=1N(C(=CC2)C#N)N=CC1 (2R,6R)-N-(2-azaspiro[3.3]heptane-6-yl)-4-(7-cyanopyrazolo[1,5-a]pyridin-4-yl)-6-methyl-morpholine-2-carboxamide